(methyl-(7-tosyl-7H-pyrrolo[2,3-d]pyrimidin-4-yl)amino)-N-(3-(methylthio)-1,2,4-thiadiazol-5-yl)-2-azaspiro[3.5]nonane-2-carboxamide CN(C=1C2=C(N=CN1)N(C=C2)S(=O)(=O)C2=CC=C(C)C=C2)C2N(CC21CCCCC1)C(=O)NC1=NC(=NS1)SC